O=C1N(CCC(N1)=O)C1=C(CN2CCC(CC2)C=2OC3=C(N2)C=C(C(=C3)NC(C3=CN=C(C=C3)C(F)(F)F)=O)C(C)(C)O)C=CC=C1 N-(2-(1-(2-(2,4-dioxotetrahydropyrimidin-1(2H)-yl)benzyl)piperidin-4-yl)-5-(2-hydroxypropan-2-yl)benzo[d]oxazol-6-yl)-6-(trifluoromethyl)nicotinamide